C(C)N1CCC(CC1)COC1=C(C=C2C(=NC=NC2=C1)C1=CC=C(C=C1)NC(C(C)(C)C1=CC=C(C=C1)F)=O)OC N-(4-(7-((1-ethylpiperidin-4-yl)methoxy)-6-methoxyquinazolin-4-yl)phenyl)-2-(4-fluorophenyl)-2-Methylpropanamide